4-Chloro-1-methylindazole-5-carboxylic acid tert-butyl ester C(C)(C)(C)OC(=O)C=1C(=C2C=NN(C2=CC1)C)Cl